manganese (permanganate) [Mn](=O)(=O)(=O)[O-].[Mn+2].[Mn](=O)(=O)(=O)[O-]